2,4-dihydroxy-5-isopropyl-N-(1-methyl-1H-indol-7-yl)benzamide OC1=C(C(=O)NC=2C=CC=C3C=CN(C23)C)C=C(C(=C1)O)C(C)C